2-(2,2-difluoroethyl)-3-methyl-1-(2-(4-(piperidin-4-ylmethyl)piperazin-1-yl)pyrimidin-5-yl)-2,3,4,9-tetrahydro-1H-pyrido[3,4-b]indole FC(CN1C(C=2NC3=CC=CC=C3C2CC1C)C=1C=NC(=NC1)N1CCN(CC1)CC1CCNCC1)F